4-BROMO-2-IODO-5-METHOXY-BENZENECARBOTHIOAMIDE BrC1=CC(=C(C=C1OC)C(N)=S)I